ClC1=C(CN2N=C(N=C2)C(=O)N[C@H]2C=3N(C4=C(CC2)C=CC=C4)C=C(N3)C)C(=CC=C1)Cl |r| (±)-1-(2,6-Dichlorobenzyl)-N-(2-methyl-5,6-dihydro-4H-benzo[f]imidazo[1,2-a]azepin-4-yl)-1H-1,2,4-triazole-3-carboxamide